COC=1C(=C(C(=CC1)C(=O)O)C(=O)O)OC dimethoxybenzenedicarboxylic acid